[Cl-].C(CCCCCCCCCCC)[N+](C)(C)C.[Zr] zirconium dodecyl-trimethyl-ammonium chloride